FC1=C(C=CC(=C1F)OCC(C)O)C=1C(CC(NN1)=O)C 6-[2,3-difluoro-4-(2-hydroxypropoxy)phenyl]-5-methyl-4,5-dihydro-2H-pyridazin-3-one